CN1N=CC=C1C1=NC=CC=C1CN 1-[2-(2-methylpyrazol-3-yl)pyridin-3-yl]methanamine